COC1=CC=C(C=N1)CNC(=O)C1CCN(CC1)C=1SC2=C(N1)C=CC(=C2)C(=O)O 2-(4-((6-methoxypyridin-3-yl)methylcarbamoyl)piperidin-1-yl)benzo[d]thiazole-6-carboxylic acid